Cl.FC=1C=C(N[C@H]2C(NC(CC2)=O)=O)C=CC1C1CCNCC1 (3R)-3-[3-fluoro-4-(4-piperidyl)anilino]piperidine-2,6-dione HCl salt